CC=1C=C2C(C(=O)N(C2=O)CCCCCC(=O)O)=CC1 4-Methyl-N-(5-carboxypentyl)phthalimid